C(CCCCCCCCCCC)S(=O)(=O)O dodecane-1-sulfonic acid